6-[[(2R,3s,4r,5r)-3-(3,4-difluoro-2-methoxy-phenyl)-4,5-dimethyl-5-(trifluoromethyl)tetrahydrofuran-2-carbonyl]amino]pyrazine-2-carboxamide FC=1C(=C(C=CC1F)[C@H]1[C@@H](O[C@]([C@@H]1C)(C(F)(F)F)C)C(=O)NC1=CN=CC(=N1)C(=O)N)OC